5-((R)-5H-imidazo[5,1-a]isoindol-5-yl)-1-methyl-4,5,6,7-tetrahydro-1H-indazol-4-ol C=1N=CN2C1C1=CC=CC=C1[C@H]2C2C(C=1C=NN(C1CC2)C)O